The molecule is an alpha-D-galactoside having a 1D-myo-inositol substituent at the anomeric position. It has a role as a plant metabolite and a mouse metabolite. It is an alpha-D-galactoside and a monosaccharide derivative. It derives from a myo-inositol. C([C@@H]1[C@@H]([C@@H]([C@H]([C@H](O1)OC2[C@H]([C@H](C([C@H]([C@@H]2O)O)O)O)O)O)O)O)O